ClC=1C(=C(C#N)C=C(C1)C1CCC2=CC=C(C=C12)OCC1=NC(=NC=C1)SC)OCCCl 3-chloro-2-(2-chloroethoxy)-5-(6-((2-(methylthio)pyrimidin-4-yl)methoxy)-2,3-dihydro-1H-inden-1-yl)benzonitrile